C=NCCN=C N,N'-dimethylidenethane-1,2-diamine